C(C)(C)(CC)N=[Ta](N(CC)CC)(N(CC)CC)N(CC)CC T-amyl-iminotris(diethylamino)tantalum